1-(2-(3-chloro-4-fluoro-5-(trifluoromethyl)benzyl)pyridin-4-yl)-1,5,6,7-tetrahydro-4H-pyrazolo[4,3-c]pyridin-4-one ClC=1C=C(CC2=NC=CC(=C2)N2N=CC=3C(NCCC32)=O)C=C(C1F)C(F)(F)F